S-[3-(triethoxysilyl)-propyl] octanethioate C(CCCCCCC)(SCCC[Si](OCC)(OCC)OCC)=O